N-(3,4-dimethoxyphenethyl)-2-(3,4-dimethoxyphenyl)acetamide COC=1C=C(CCNC(CC2=CC(=C(C=C2)OC)OC)=O)C=CC1OC